1-[2-[3-methyl-1-(2,2,2-trifluoroethyl)-pyrazol-4-yl]-6-[5-[6-(morpholinomethyl)-pyridazin-3-yl]oxy-benzimidazol-1-yl]-3-pyridyl]ethanol CC1=NN(C=C1C1=NC(=CC=C1C(C)O)N1C=NC2=C1C=CC(=C2)OC=2N=NC(=CC2)CN2CCOCC2)CC(F)(F)F